CC(/C=C/CCCCCOC(C1=C(C=C(C=C1CCC1=CC=C(C=C1)O)O)O)=O)C (E)-8-methylnon-6-en-1-yl-2,4-dihydroxy-6-(4-hydroxyphenethyl)benzoate